(±)-7-methyl-9-{[methyl(phenyl)amino]methyl}-2-morpholin-4-yl-pyrido[1,2-a]pyrimidin-4-one CC=1C=C(C=2N(C(C=C(N2)N2CCOCC2)=O)C1)CN(C1=CC=CC=C1)C